C(C)(C)C1=C(NC2=CC=C(C=C12)C1CCN(CC1)C(CNCC(C)(C)C)=O)C1=C2C(=NC=C1)NN=C2 1-(4-(3-isopropyl-2-(1H-pyrazolo[3,4-b]pyridin-4-yl)-1H-indol-5-yl)piperidin-1-yl)-2-(neopentylamino)ethan-1-one